8-bromo-3,4-dihydro-2H-benzo[b][1,4]oxazine-2-carbonitrile BrC1=CC=CC2=C1OC(CN2)C#N